CNC(=O)C1=CC=C2C=3C(C4=C(C(C3NC2=C1)(C)C)C=C(C=C4)OC[C@H]([C@@H](CO)O)O)=O 6,6-Dimethyl-11-oxo-8-((2R,3R)-2,3,4-trihydroxy-butoxy)-6,11-dihydro-5H-benzo[b]carbazole-3-carboxylic acid methylamide